2-(((2R,3R)-4-bromo-5-chloro-6-fluoro-3-hydroxy-3-methyl-2-(pyridin-2-yl)-2,3-dihydrobenzofuran-2-yl)methyl)isoindoline-1,3-dione BrC1=C(C(=CC2=C1[C@@]([C@](O2)(C2=NC=CC=C2)CN2C(C1=CC=CC=C1C2=O)=O)(C)O)F)Cl